3-fluoro-4-[[5-(3-fluoro-4-methyl-phenoxy)-4-methyl-3-pyridinyl]methyl]pyridin-2-amine FC=1C(=NC=CC1CC=1C=NC=C(C1C)OC1=CC(=C(C=C1)C)F)N